tert-butyl N-{4-chloro-2-[methoxy(methyl)carbamoyl]thiophen-3-yl}carbamate ClC=1C(=C(SC1)C(N(C)OC)=O)NC(OC(C)(C)C)=O